C1(CC1)S(=O)(=O)N1CC(CCC1)CC1=CC=C2C=C(C(=C(C2=C1)F)N1CC(NS1(=O)=O)=O)O 5-(7-{[1-(cyclopropanesulfonyl)piperidin-3-yl]methyl}-1-fluoro-3-hydroxynaphthalen-2-yl)-1λ6,2,5-thiadiazolidine-1,1,3-trione